[Pd+2].ClC(C(C)(C)P(C1=CC=C(C=C1)N(C)C)C(C)(C)C)Cl dichloro-di-tert-butyl-(4-dimethylaminophenyl)phosphine palladium(II)